3,3,8,8-Tetramethyldecane CC(CC)(CCCCC(CC)(C)C)C